C1(=CC=CC=C1)N1C(C2(CCC3(OCCO3)CC2)CC1)=O 10-phenyl-1,4-dioxa-10-azadispiro[4.2.48.25]tetradecan-9-one